C(C)(C)(C)OC(=O)N1CCC(CC1)C1=C2C(=NC=C1)NC=C2.BrC2=CC=C(C=C2)C(=O)C2=CNC1=CC=CC=C1C2C2=CC=CC=C2 (4-bromophenyl)(4-phenyl-1,4-dihydro-quinolin-3-yl)methanone tert-butyl-4-(1H-pyrrolo[2,3-b]pyridin-4-yl)piperidine-1-carboxylate